FC(C(=O)O)(F)F.ClC1=NC(=CC=C1)C1CCNCC1 2-Chloro-6-(piperidin-4-yl)pyridine trifluoroacetate